(6R,8aS)-6-[8-amino-5-chloro-1-(4-{(1R)-1-hydroxy-1-[3-(2,2,2-trifluoroethyl)phenyl]ethyl}phenyl)imidazo[1,5-a]pyrazin-3-yl]hexahydroindolizin-3(2H)-one NC=1C=2N(C(=CN1)Cl)C(=NC2C2=CC=C(C=C2)[C@](C)(C2=CC(=CC=C2)CC(F)(F)F)O)[C@H]2CN1C(CC[C@@H]1CC2)=O